(S)-5-amino-1-pentadecylpiperidin-2-one TFA Salt OC(=O)C(F)(F)F.N[C@H]1CCC(N(C1)CCCCCCCCCCCCCCC)=O